((S)-3-(4-chlorophenyl)-2-(2-(4-chlorophenyl)-2-methylpropanamido)propanoyl)-D-glutamic acid ClC1=CC=C(C=C1)C[C@@H](C(=O)N[C@H](CCC(=O)O)C(=O)O)NC(C(C)(C)C1=CC=C(C=C1)Cl)=O